N[C@@H]1C2=CC=CC=C2CC12CCN(CC2)C=2NC(C1=C(N2)NN=C1C1(CC1)C1=CC(=NC=C1)OC)=O (S)-6-(1-amino-1,3-dihydrospiro[indene-2,4'-piperidine]-1'-yl)-3-(1-(2-methoxypyridin-4-yl)cyclopropyl)-1,5-dihydro-4H-pyrazolo[3,4-d]pyrimidin-4-one